5-amino-3-tert-butyl-pyrazol-1-carboxylic acid [4-(5-hexyloxyl-benzimidazol-1-yl)-phenyl]-amide C(CCCCC)OC1=CC2=C(N(C=N2)C2=CC=C(C=C2)NC(=O)N2N=C(C=C2N)C(C)(C)C)C=C1